O1[C@@H](CC1)CN1C(=NC2=C1C=C(C=C2)C(=O)O)CN2CCC(CC2)C2=NC(=CC=C2)OCC2=CC=1N(C=C2)N=CC1 (S)-1-(oxetan-2-ylmethyl)-2-((4-(6-(pyrazolo[1,5-a]Pyridin-5-ylmethoxy)pyridin-2-yl)piperidin-1-yl)methyl)-1H-benzo[d]imidazole-6-carboxylic acid